7-(1H-imidazol-5-yl)-3-isopropyl-2-(2-(tetrahydrofuran-2-yl)ethoxy)imidazo[2,1-f][1,2,4]triazin-4(3H)-one N1C=NC=C1C1=CN=C2C(N(C(=NN21)OCCC2OCCC2)C(C)C)=O